BrC1=CC(=C2C(N(C(C2=C1)=O)[C@H](CS(=O)(=O)C)C1=NC(=C(C=C1)OC)OCC)=O)NC(C)=O (S)-N-(6-bromo-2-(1-(6-ethoxy-5-methoxypyridin-2-yl)-2-(methylsulfonyl)ethyl)-1,3-dioxoisoindolin-4-yl)acetamide